C12(CCC(CC1)C2)S norbornyl mercaptan